5-bromomethyl-3-chloro-1-isopropyl-1H-indazole BrCC=1C=C2C(=NN(C2=CC1)C(C)C)Cl